COC(N(C)C)OC N,N-bisMethylformamide dimethyl acetal